COC1=CC=C(C=C1)C(=O)C1=CNC2=NC=C(C=C21)C=2C=NC(=CC2)N2CCNCC2 (4-methoxyphenyl)(5-(6-(piperazin-1-yl)pyridin-3-yl)-1H-pyrrolo[2,3-b]pyridin-3-yl)methanone